CNC(=O)C=1C=C(C(OC)=CC1)NCC#CC=1C=C(C2=C(N(C=N2)CC(F)(F)F)C1)C(=O)NC(CC(=O)OC)C methyl 3-(6-{3-[4-(N-methylcarbamoyl)-2-anisidino]-1-propynyl}-1-(2,2,2-trifluoroethyl)-1H-1,3-benzimidazol-4-ylcarbonylamino)butyrate